OC[C@H](C1=CC=CC=C1)NC1=NC(=NC=C1C1=NC(=NO1)C1=NC=CC=C1)NC=1C=C2C(NC(C2=CC1)=O)(C)C (S)-5-((4-((2-hydroxy-1-phenylethyl)amino)-5-(3-(pyridin-2-yl)-1,2,4-oxadiazol-5-yl)pyrimidin-2-yl)amino)-3,3-dimethylisoindolin-1-one